N-[4-[4-[6-chloro-4-(trifluoromethyl)-2-pyridyl]piperazin-1-yl]sulfonylphenyl]-4-[[(2S)-2-(2-aminoethyl)pyrrolidin-1-yl]methyl]benzamide ClC1=CC(=CC(=N1)N1CCN(CC1)S(=O)(=O)C1=CC=C(C=C1)NC(C1=CC=C(C=C1)CN1[C@@H](CCC1)CCN)=O)C(F)(F)F